tert-butyl (2R)-4-(2-bromo-9-(hydroxymethyl)-7-methyl-5-oxo-5,7,8,9-tetrahydropyrrolo[1,2-c][1,2,4]triazolo[1,5-a]pyrimidin-6-yl)-2-methylpiperazine-1-carboxylate BrC1=NN2C(N3C(=C(C2=O)N2C[C@H](N(CC2)C(=O)OC(C)(C)C)C)C(CC3CO)C)=N1